C(C)(C)(C)NC(NC1=CC2=C(N(C([C@H](O2)C)=O)[C@H](C)C2=NC(=CN=C2)C(F)(F)F)C=C1)=O 3-tert-butyl-1-[(2R)-2-methyl-3-oxo-4-[(1R)-1-[6-(trifluoromethyl)pyrazin-2-yl]ethyl]-2H-1,4-benzoxazin-7-yl]urea